trifluoromethanesulfonyl-2,3-dimethylimidazolium FC(S(=O)(=O)C=1[N+](=C(NC1)C)C)(F)F